ClC=1C=CC(=NC1)[C@@H]1[C@H](CN(CC1)C1=C2C(=NC(=C1)C)N(N=C2)C)C 4-[(3R,4S)-4-(5-chloro-2-pyridyl)-3-methyl-1-piperidyl]-1,6-dimethyl-pyrazolo[3,4-b]pyridine